ClC1=CC=C(C=C1)COCOCOCC1=CC=C(C=C1)Cl para-Chlorophenylmethoxymethyl ether